C1(CC1)C1=CC=NN1C 5-cyclopropyl-1-methyl-pyrazole